C(C)(C)(C)N1C(OCC(COC(N(CCCCCCN(CCCCCC1)CCCCOCC1=CC=CC=C1)C(C)(C)C)=O)C)=O 2-methylpropanediyl (di-tert-butyl (((4-(benzyloxy)butyl)azanediyl)bis(hexane-6,1-diyl))dicarbamate)